6-thio-2'-deoxyguanosine [C@@H]1(C[C@H](O)[C@@H](CO)O1)N1C=NC=2C(=S)NC(N)=NC12